3-[(4-[[2-(2,6-dioxopiperidin-3-yl)-1,3-dioxoisoindol-5-yl]oxy]piperidin-1-yl)methyl]pyrrolidine-1-carboxylic acid tert-butyl ester C(C)(C)(C)OC(=O)N1CC(CC1)CN1CCC(CC1)OC=1C=C2C(N(C(C2=CC1)=O)C1C(NC(CC1)=O)=O)=O